C(C)(C)(C)OC(N(C)CCNC1CCCC1)=O tert-butyl(2-(cyclopentylamino)ethyl)(methyl)carbamate